CN1N=CC(=C1)C=1N=C(C=2N(C1)N=CC2)OCC2[C@H]1CN(C[C@@H]2C1)C(C=C)=O 1-((1R,5S,6s)-6-(((6-(1-methyl-1H-pyrazol-4-yl)pyrazolo[1,5-a]pyrazin-4-yl)oxy)methyl)-3-azabicyclo[3.1.1]heptan-3-yl)prop-2-en-1-one